(+/-)-di-tert-butyl [3,5-difluoro-4-({1-(4-methylbenzene-1-sulfonyl)-3-[2-methyloxan-3-yl]-1H-pyrrolo[2,3-b]pyridin-4-yl}oxy)phenyl]-2-imidodicarbonate FC=1C=C(C=C(C1OC1=C2C(=NC=C1)N(C=C2C2C(OCCC2)C)S(=O)(=O)C2=CC=C(C=C2)C)F)N(C(=O)OC(C)(C)C)C(=O)OC(C)(C)C